Cl[C@H](CC)O (R)-chloropropanol